FC(C(C(F)(F)F)(O)C1=CC=C(C=C1)C1=CC=C(C=C1)CN1C[C@H](N(CC1)CC1=CC=NC=C1)C(=O)NC(C)C)(F)F (S)-4-((4'-(1,1,1,3,3,3-hexafluoro-2-hydroxypropan-2-yl)-[1,1'-biphenyl]-4-yl)methyl)-N-isopropyl-1-(pyridin-4-ylmethyl)piperazine-2-carboxamide